5-bromo-2-ethoxy-N-(3-(thiazol-2-yl)benzyl)benzamide BrC=1C=CC(=C(C(=O)NCC2=CC(=CC=C2)C=2SC=CN2)C1)OCC